BrC1=NC=C(C(=C1)C1=C(C=CC=C1C)C)OC 2-bromo-4-(2,6-dimethylphenyl)-5-methoxypyridine